4-(tert-butyl)iodobenzene CC(C)(C)C1=CC=C(C=C1)I